FC=1C=NC=CC1NC(=O)C=1C=2C[C@@H]3[C@H](C2N(N1)C1=C(C=C(C=C1)F)F)C3 (1aR,5aR)-2-(2,4-Difluoro-phenyl)-1a,2,5,5a-tetrahydro-1H-2,3-diaza-cyclopropa[a]pentalene-4-carboxylic acid (3-fluoro-pyridin-4-yl)-amide